5-epoxypentyl acrylate C(C=C)(=O)OC1C(CCC)O1